C1(CC1)OC[C@H](N1C(N[C@@H](C1)C(F)(F)F)=O)C1=CC=2N(N=C1)C=C(N2)[C@@H](NC(=O)C2=CC=NN2C(C)C)C2CCC(CC2)(F)F N-((S)-(7-((R)-2-Cyclopropoxy-1-((S)-2-oxo-4-(trifluoromethyl)imidazolidin-1-yl)ethyl)imidazo[1,2-b]pyridazin-2-yl)(4,4-difluorocyclohexyl)methyl)-1-isopropyl-1H-pyrazole-5-carboxamide